FC1=C2C(NN=C(C2=CC=C1)CC=1C=C(C(=O)N2CCN(CC2)C2=NC=C(C#N)C=C2)C=CC1)=O 6-(4-(3-((5-Fluoro-4-oxo-3,4-dihydrophthalazin-1-yl)methyl)benzoyl)piperazin-1-yl)nicotinonitrile